1,3,5-tris(3-ethoxypropyl)-hexahydro-1,3,5-triazine C(C)OCCCN1CN(CN(C1)CCCOCC)CCCOCC